[NH4+].[NH4+].[NH4+] di-ammonium Ammonium